(4-(5-acetamidopyridin-2-yl)-1-methyl-1H-1,2,3-triazol-5-yl)carbamate C(C)(=O)NC=1C=CC(=NC1)C=1N=NN(C1NC([O-])=O)C